C(C(=C)C)(=O)OC[Si](O[Si](C)(C)C)(O[Si](C)(C)C)O[Si](C)(C)C methacryloxymethyl-tri(trimethylsiloxy)silane